4,4,5,5-Tetramethyl-2-(2,5,6,7-tetrahydrooxazepine-3-yl)-1,3,2-dioxaborolane CC1(OB(OC1(C)C)C=1NOCCCC1)C